NC1=NC2=CC(=CC=C2C=C1C(C)C)CC[C@@]12[C@H]([C@H]([C@@H]([C@H]2C1)N1C=CC2=C1N=CN=C2N)O)O (1R,2R,3S,4R,5S)-1-(2-(2-amino-3-isopropylquinolin-7-yl)ethyl)-4-(4-amino-7H-pyrrolo[2,3-d]pyrimidin-7-yl)bicyclo[3.1.0]hexane-2,3-diol